5-(4-((4-fluoro-3-methyl-2-oxo-1,2-dihydroquinolin-7-yl)methyl)piperazin-1-yl)-N-methylpicolinamide FC1=C(C(NC2=CC(=CC=C12)CN1CCN(CC1)C=1C=CC(=NC1)C(=O)NC)=O)C